(2R,5S)-4-(6-chloro-1-(2-isopropyl-4-methylpyridin-3-yl)-2-oxo-7-(piperidine-1-yl)-1,2-dihydropyrido[2,3-d]pyrimidin-4-yl)-2,5-dimethylpiperazine-1-carboxylate ClC1=CC2=C(N(C(N=C2N2C[C@H](N(C[C@@H]2C)C(=O)[O-])C)=O)C=2C(=NC=CC2C)C(C)C)N=C1N1CCCCC1